2-((2-(1-methylpyrrolidin-3-yl)ethyl)thio)-1,4-dihydroquinazoline CN1CC(CC1)CCSC=1NC2=CC=CC=C2CN1